N1C=CC2=CC=C(C=C12)C(=O)[O-] indole-6-formate